(6-(difluoromethyl)-5-fluoro-1,2,3,4-tetrahydroisoquinolin-8-yl)oxy-5-(4-methyl-7H-pyrrolo[2,3-d]pyrimidin-7-yl)cyclopentane-1,2-diol FC(C=1C(=C2CCNCC2=C(C1)OC1(C(CCC1N1C=CC2=C1N=CN=C2C)O)O)F)F